N1C=C(C2=CC=CC=C12)C1=CC(=NC=N1)NC=1C=C(C=CC1)NC(CCCCCCCCCNC1=C2C(N(C(C2=CC=C1)=O)C1C(NC(CC1)=O)=O)=O)=O N-(3-((6-(1H-indol-3-yl)pyrimidin-4-yl)amino)phenyl)-10-((2-(2,6-dioxopiperidin-3-yl)-1,3-dioxoisoindolin-4-yl)amino)decanamide